8-chloro-2-(4-hydroxyphenyl)thiochromen-4-one methyl-N-[5-[6-[4-(4-fluoro-3-methoxy-phenyl)-1-methyl-pyrazol-3-yl]imidazo[1,2-a]pyridin-3-yl]-2-pyridyl]carbamate COC(NC1=NC=C(C=C1)C1=CN=C2N1C=C(C=C2)C2=NN(C=C2C2=CC(=C(C=C2)F)OC)C)=O.ClC=2C=CC=C1C(C=C(SC21)C2=CC=C(C=C2)O)=O